3-(3-(methoxymethyl)phenyl)-6-(4-(piperazin-1-yl)phenyl)furo[3,2-b]pyridine COCC=1C=C(C=CC1)C1=COC=2C1=NC=C(C2)C2=CC=C(C=C2)N2CCNCC2